N-(5-chloro-2-methoxybenzyl)-N-(4-(N-(prop-2-yn-1-yl)sulfamoyl)phenethyl)hexanamide ClC=1C=CC(=C(CN(C(CCCCC)=O)CCC2=CC=C(C=C2)S(NCC#C)(=O)=O)C1)OC